O1CCN(CC1)C1CC[C@H](N(C1)C(=O)OC(C)(C)C)C(=O)OC 1-tert-butyl 2-methyl (2S)-5-morpholinopiperidine-1,2-dicarboxylate